3-(3-Chloro-4-fluorophenyl)-1-(8-fluoro-6-oxo-1,4,5,6-tetrahydro-2H-pyrano[3,4-c]isoquinolin-1-yl)-1-isobutylurea ClC=1C=C(C=CC1F)NC(N(CC(C)C)C1COCC=2NC(C=3C=C(C=CC3C21)F)=O)=O